Perfluorotributylamine FC(C(C(C(F)(F)F)(F)F)(F)F)(N(C(C(C(C(F)(F)F)(F)F)(F)F)(F)F)C(C(C(C(F)(F)F)(F)F)(F)F)(F)F)F